Isooctyl-3-(3,5-di-t-butyl-4-hydroxy-phenyl)propionat C(CCCCC(C)C)OC(CCC1=CC(=C(C(=C1)C(C)(C)C)O)C(C)(C)C)=O